2-(2,6-dichlorophenyl)-6-(4-ethyl-3-(hydroxymethyl)-5-oxo-4,5-dihydro-1H-1,2,4-triazol-1-yl)-4-(prop-1-en-2-yl)isoquinolin-1(2H)-one ClC1=C(C(=CC=C1)Cl)N1C(C2=CC=C(C=C2C(=C1)C(=C)C)N1N=C(N(C1=O)CC)CO)=O